C(C)(C)(C)N1CCN(CC1)C=1C=NC(=CC1)N tert-butyl-4-(6-aminopyridin-3-yl)piperazine